4-bromo-N-(cyclopropylmethyl)-2,2-difluorobenzo[d][1,3]dioxol-5-amine BrC1=C(C=CC=2OC(OC21)(F)F)NCC2CC2